para-menth-1-en-3-ol C1(=CC(C(CC1)C(C)C)O)C